(5-bromo-3-fluoropyridin-2-yl)methanol BrC=1C=C(C(=NC1)CO)F